N-butyl-N2-{2-[4-(methanesulfonyl)phenyl][1,2,4]triazolo[1,5-c]quinazolin-5-yl}glycinamide C(CCC)NC(CNC1=NC=2C=CC=CC2C=2N1N=C(N2)C2=CC=C(C=C2)S(=O)(=O)C)=O